1-(2-iodophenyl)-6-methyl-1H-indole IC1=C(C=CC=C1)N1C=CC2=CC=C(C=C12)C